(S)-1-(4-(3-amino-6-(2-hydroxyphenyl)pyridazin-4-yl)-2-methylpiperazin-1-yl)-2-hydroxy-2-methylpropan-1-one NC=1N=NC(=CC1N1C[C@@H](N(CC1)C(C(C)(C)O)=O)C)C1=C(C=CC=C1)O